(6-(3-((3r,5r,7r)-adamantan-1-yl)-4-methoxyphenyl)naphthalen-2-yl)(2-pentylphenyl)methanone C12(CC3CC(CC(C1)C3)C2)C=2C=C(C=CC2OC)C=2C=C3C=CC(=CC3=CC2)C(=O)C2=C(C=CC=C2)CCCCC